ethyl 3-((2-chloro-5-nitropyrimidin-4-yl) (ethyl) amino)-2,2-difluoropropionate ClC1=NC=C(C(=N1)N(CC(C(=O)OCC)(F)F)CC)[N+](=O)[O-]